2-(5-aminopent-1-yn-1-yl)-5-(piperazin-1-yl)benzoic acid NCCCC#CC1=C(C(=O)O)C=C(C=C1)N1CCNCC1